[Si](C)(C)(C(C)(C)C)OC1=CC2=C(C(=NO2)NS(=O)(=O)C2=C(C=CC(=C2)CC)OC)C(=C1)OC N-(6-((tert-Butyldimethylsilyl)oxy)-4-methoxybenzo[d]isoxazol-3-yl)-5-ethyl-2-methoxybenzenesulfonamide